FC([C@@H](OC=1C=2N(C=C(C1)C=1N=NN(C1C)C1CCNCC1)N=CC2C#N)C2=CC=CC=C2)(F)F 4-((1S)-2,2,2-trifluoro-1-phenyl-ethoxy)-6-[5-Methyl-1-(piperidin-4-yl)-1,2,3-triazol-4-yl]pyrazolo[1,5-a]pyridine-3-carbonitrile